N-Methyl-N-(piperidin-4-yl)-5-[7-(1H-pyrazol-4-yl)-1H-pyrrolo[2,3-c]pyridin-4-yl][1,3]thiazolo[5,4-d][1,3]thiazol-2-amin CN(C=1SC=2N=C(SC2N1)C1=C2C(=C(N=C1)C=1C=NNC1)NC=C2)C2CCNCC2